CN1CCN(CC1)C=1N=NC(=CN1)C1=C(C=C(C=C1)C1=CC=2C(N=C1)=NN(C2)C)O 2-[3-(4-methylpiperazin-1-yl)-1,2,4-triazin-6-yl]-5-(2-methyl-2H-pyrazolo[3,4-b]pyridin-5-yl)phenol